3-trifluoromethyl-5-(chlorophenyl)-1,6-dihydropyridazine FC(C1=NNCC(=C1)C1=C(C=CC=C1)Cl)(F)F